2-(2-methyl-[1,1'-biphenyl]-3-yl)thiazole-5-carbaldehyde CC1=C(C=CC=C1C=1SC(=CN1)C=O)C1=CC=CC=C1